phenyl ((4-aminophenyl)(imino)methyl)carbamate NC1=CC=C(C=C1)C(=N)NC(OC1=CC=CC=C1)=O